CN1N=CC=C1C=1N(C=CC1)S(=O)(=O)C1=CC=C(C)C=C1 2-(1-methyl-1H-pyrazol-5-yl)-1-p-toluenesulfonyl-1H-pyrrole